PYRIDAZINE-3-FORMAMIDE N1=NC(=CC=C1)C(=O)N